N-((1S,3R)-3-((4-bromo-2-(methylcarbamoyl)-6-nitrophenyl)amino)cyclohexyl)-6-methoxy-2-oxo-1,2-dihydroquinoline-4-carboxamide BrC1=CC(=C(C(=C1)[N+](=O)[O-])N[C@H]1C[C@H](CCC1)NC(=O)C1=CC(NC2=CC=C(C=C12)OC)=O)C(NC)=O